(p-coumaryl)rhamnose ethyl-cis-2-[4-(1-methyl-1H-pyrazol-5-yl)piperidin-1-yl]-6-azaspiro[3.4]octane-6-carboxylate hydrochloride Cl.C(C)[C@H]1[C@H](CC12CN(CC2)C(=O)O)N2CCC(CC2)C2=CC=NN2C.C(\C=C\C2=CC=C(C=C2)O)C(=O)[C@H](O)[C@H](O)[C@@H](O)[C@@H](O)C